6-chloro-N-[5-(2,2-difluoroethyl)-4,6-dimethoxy-pyrimidin-2-yl]-7-(triazol-1-yl)-1H-indole-3-sulfonamide ClC1=CC=C2C(=CNC2=C1N1N=NC=C1)S(=O)(=O)NC1=NC(=C(C(=N1)OC)CC(F)F)OC